CN(C(=O)N(C1=CC=CC=C1)CC)C1=CC=CC=C1 1-methyl-3-ethyl-1,3-diphenylurea